C1(CC1)NCCC#N 3-(cyclopropylamino)propionitrile